1-(3,4-dichlorophenyl)-3-(pyridin-3-yl)benzofuro[3,2-d]pyrimidine-2,4(1H,3H)-dione ClC=1C=C(C=CC1Cl)N1C(N(C(C2=C1C1=C(O2)C=CC=C1)=O)C=1C=NC=CC1)=O